tert-butyl N-[(3R)-1-(6-chloropyridazin-3-yl) pyrrolidin-3-yl]-N-cyclobutylcarbamate ClC1=CC=C(N=N1)N1C[C@@H](CC1)N(C(OC(C)(C)C)=O)C1CCC1